2-(5-(2-(((1r,4r)-4-Aminocyclohexyl)amino)-1-phenylethyl)-2-chlorothiophen-3-yl)benzamide NC1CCC(CC1)NCC(C1=CC=CC=C1)C1=CC(=C(S1)Cl)C1=C(C(=O)N)C=CC=C1